4-(4-Hydroxy-butoxy-3-methylphenyl)-7-phenyl-quinoline OCCCCOC1=C(C=CC=C1C)C1=CC=NC2=CC(=CC=C12)C1=CC=CC=C1